benzyl 3-(2,4-diaminobutanamido)propanoate NC(C(=O)NCCC(=O)OCC1=CC=CC=C1)CCN